C(CCC(=O)[O-])(=O)OCCOC1=C(C=C(C=C1C)C1=NC2=CC(=CC(=C2C(N1)=O)OC)OC)C 2-[4-(5,7-dimethoxy-4-oxo-3,4-dihydro-quinazolin-2-yl)-2,6-dimethyl-phenoxy]-ethyl succinate